C[C@](N)(C(C)(C)S)C(=O)O D-α-methylpenicillamine